hexamethylenedistearic acid amide C(CCCCCCCCCCCCCCCCCCCCCCCCCCCCCCCCCCCCCCCCC(=O)N)(=O)N